hydrogen sulphite (bisulphite) S(O)(O)=O.S(=O)(O)O